(2,2,2-trifluoroethyl)benzamide FC(CC1=C(C(=O)N)C=CC=C1)(F)F